pentaerythritol tetrakis-[3-(3,5-di-t-butyl-4-hydroxyphenyl) propionate] C(C)(C)(C)C=1C=C(C=C(C1O)C(C)(C)C)CCC(=O)OCC(COC(CCC1=CC(=C(C(=C1)C(C)(C)C)O)C(C)(C)C)=O)(COC(CCC1=CC(=C(C(=C1)C(C)(C)C)O)C(C)(C)C)=O)COC(CCC1=CC(=C(C(=C1)C(C)(C)C)O)C(C)(C)C)=O